5-Chloro-5,6,7,8-tetrahydroquinoline ClC1C=2C=CC=NC2CCC1